O=C1NC(CCC1N1C(C2=CC=CC(=C2C1=O)NCC1CC2(C1)CCC(CC2)N(C(OCC2=CC=CC=C2)=O)C)=O)=O benzyl N-[2-[[[2-(2,6-dioxo-3-piperidyl)-1,3-dioxo-isoindolin-4-yl]amino]methyl] spiro[3.5]nonan-7-yl]-N-methyl-carbamate